(S)-1-(8,9-difluoro-5-methyl-6-oxo-1,4,5,6-tetrahydro-2H-pyrano[3,4-c]isoquinolin-1-yl)-3-(3-chloro-4-fluorophenyl)-1-methylurea FC=1C(=CC=2C3=C(N(C(C2C1)=O)C)COC[C@H]3N(C(=O)NC3=CC(=C(C=C3)F)Cl)C)F